3'H-spiro[indoline-3,4'-pyrrolo[3,4-d]imidazole]-2,6'(5'H)-dione N1=CNC2=C1C(NC21C(NC2=CC=CC=C21)=O)=O